6-((4-((3-chloro-2-methoxyphenyl)amino)-2-methyl-3-oxo-2,3-dihydro-1H-pyrazolo[3,4-b]pyridin-6-yl)amino)pyrazine-2-carbonitrile ClC=1C(=C(C=CC1)NC1=C2C(=NC(=C1)NC1=CN=CC(=N1)C#N)NN(C2=O)C)OC